C(C)(C)(C)OC(=O)N1CCN(CC1)C1=NC(=NC2=CC(=C(C=C12)Cl)B1OC(C(O1)(C)C)(C)C)C 4-[6-chloro-2-methyl-7-(tetramethyl-1,3,2-dioxaborolan-2-yl)quinazolin-4-yl]Piperazine-1-carboxylic acid tert-butyl ester